methyl 5-[5-(azetidin-3-yl)-3-[(3,5-difluorophenyl)methoxy]pyridin-2-yl]-1-methylpyrrole-3-carboxylate N1CC(C1)C=1C=C(C(=NC1)C1=CC(=CN1C)C(=O)OC)OCC1=CC(=CC(=C1)F)F